tert-butyl 1,7-diazaspiro[3.5]nonane-1-carboxylate N1(CCC12CCNCC2)C(=O)OC(C)(C)C